3-(5-(3,6-diazabicyclo[3.1.1]heptane-3-yl)-6-fluoro-1-oxoisoindoline-2-yl)piperidine C12CN(CC(N1)C2)C=2C=C1CN(C(C1=CC2F)=O)C2CNCCC2